FC1=C(C=CC=C1)C1CC(N(C1)S(=O)(=O)N1CCOCC1)COC=1C=C(C=CC1)CN (3-((4-(2-Fluorophenyl)-1-(morpholinosulfonyl)pyrrolidin-2-yl)methoxy)phenyl)methanamine